3,6-dihydropyridin-dione N1C(C(C=CC1)=O)=O